The molecule is a carbobicyclic compound that is bicyclo[3.1.1]hept-2-ene which is substituted by a hydroxymethyl group at position 2, a 2,6-dimethoxy-4-(2-methyloctan-2-yl)phenyl group at position 4, and two methyl groups at position 6 (the 1S,4S,5S stereoisomer). A highly selective and effective cannabinoid type-2 agonist and the enantiomer of HU-433. It has a role as a CB2 receptor agonist, an anti-inflammatory agent, a bone density conservation agent, an apoptosis inhibitor and an antihypertensive agent. It is a bridged compound, a carbobicyclic compound, an aromatic ether, a synthetic cannabinoid and a primary allylic alcohol. CCCCCCC(C)(C)C1=CC(=C(C(=C1)OC)[C@H]2C=C([C@H]3C[C@@H]2C3(C)C)CO)OC